arsenic (iii) oxide [As+]=O